2-(3-(1-acetylpiperidin-4-yl)-5'-fluoro-1'-methyl-1H,1'H-[4,6'-biindazol]-1-yl)-N-(2,7-naphthyridin-4-yl)acetamide C(C)(=O)N1CCC(CC1)C1=NN(C=2C=CC=C(C12)C1=C(C=C2C=NN(C2=C1)C)F)CC(=O)NC1=CN=CC2=CN=CC=C12